NC=1C2=C(N=CN1)N(C=C2C#CC2=C(C=C(C=C2F)N2CCC2)F)[C@H]2[C@@H]([C@@H]([C@H](C2)CNS(N)(=O)=O)O)O 4-amino-5-[2-[4-(azetidin-1-yl)-2,6-difluorophenyl]ethynyl]-7-[(1R,2S,3R,4R)-2,3-dihydroxy-4-[(sulfamoylamino)methyl]cyclopentyl]pyrrolo[2,3-d]pyrimidine